6-Bromo-7-methoxy-3-nitroquinolin-4-ol BrC=1C=C2C(=C(C=NC2=CC1OC)[N+](=O)[O-])O